ClC=1C=C(C=CC1C(F)(F)F)NC(=O)N1[C@@H]2CC[C@]1(CC=1C=NC=CC12)C (5R,8S)-N-(3-chloro-4-(trifluoromethyl)phenyl)-8-methyl-6,7,8,9-tetrahydro-5H-5,8-epiminocyclohepta[c]pyridine-10-carboxamide